trans-N-(4-(4-bromophenoxy)cyclohexyl)-5-(2,5-dimethylphenoxy)-2,2-dimethylpentanamide BrC1=CC=C(O[C@@H]2CC[C@H](CC2)NC(C(CCCOC2=C(C=CC(=C2)C)C)(C)C)=O)C=C1